C(C1=CC=CC=C1)N1CC2=C(N=C(N=C2N2[C@@H](CCC2)CO)NC=2N=CN(C2)C2=CC(=C(C(=C2)OC)OC)OC)CC1 (S)-(1-(6-benzyl-2-((1-(3,4,5-trimethoxyphenyl)-1H-imidazol-4-yl)amino)-5,6,7,8-tetrahydropyrido[4,3-D]pyrimidin-4-yl)pyrrolidin-2-yl)methanol